CCCC/C=C\C/C=C\CCCCCCCC(=O)OC[C@H](COP(=O)(O)OC[C@H](CO)O)OC(=O)CCC/C=C\C/C=C\C/C=C\C/C=C\C/C=C\CC 1-(9Z,12Z-heptadecadienoyl)-2-(5Z,8Z,11Z,14Z,17Z-eicosapentaenoyl)-glycero-3-phospho-(1'-sn-glycerol)